N-3,3,3-trifluoropropyl-4-(1,7-diaza-7-spiro[4.4]nonyl)-5-(3,5-difluorophenyl)nicotinamide FC(CCNC(C1=CN=CC(=C1N1CC2(CCCN2)CC1)C1=CC(=CC(=C1)F)F)=O)(F)F